2-Methyl-propane-2-sulfinic Acid ((S)-1-{3-[5-(1-hydroxy-1-methyl-ethyl)-1,2,4-oxadiazol-3-yl]-phenyl}-ethyl)-amide OC(C)(C)C1=NC(=NO1)C=1C=C(C=CC1)[C@H](C)NS(=O)C(C)(C)C